C(C)S(=O)(=O)OC=1C=C(C=CC1)NC(=O)NC1=CC(=CC=C1)OS(=O)(=O)CC N,N'-di-[3-(Ethansulfonyloxy)Phenyl]urea